C(CCCCCC)NC(=S)NCC1=CC(=C(C=C1)O)OC 1-heptyl-3-(4-hydroxy-3-methoxybenzyl)thiourea